N1(CCOCC1)C(CN1CCNCC1)=O 4-(2-morpholin-4-yl-2-oxoethyl)piperazin